6-bromo-3-(trifluoromethyl)imidazo[1,5-a]pyridine BrC=1C=CC=2N(C1)C(=NC2)C(F)(F)F